(prop-2-yn-1-yl)azepane C(C#C)N1CCCCCC1